tert-butyl 4-(6-amino-5-methylpyridin-3-yl)-2,2-dimethylpiperazine-1-carboxylate NC1=C(C=C(C=N1)N1CC(N(CC1)C(=O)OC(C)(C)C)(C)C)C